2,N,N-trimethyltryptamine CC1=C(CCN(C)C)C2=CC=CC=C2N1